COC1=CC=C(C=C1)C(OC[C@@H]1[C@H](C[C@@H](O1)N1C(NC=C(C1=O)C)=O)O)(C1=CC=CC=C1)C1=CC=C(C=C1)OC 3-((2R,4S,5R)-5-((bis(4-methoxyphenyl)(phenyl)methoxy)methyl)-4-hydroxytetrahydrofuran-2-yl)-5-methylpyrimidine-2,4(1H,3H)-dione